COC1=CC=2C(=NC=C3CCC(N(C23)C(C)C)C)C=C1OCCCN1CCCC1 9-methoxy-2-methyl-N-(propan-2-yl)-8-[3-(pyrrolidin-1-yl)propoxy]-1H,2H,3H,4H-benzo[h]1,6-naphthyridin